NC=1N=C2N(C(C1C#N)C1=CC=C(C=C1)Cl)C(=CS2)C2=CC=CC=C2 7-amino-5-(4-chlorophenyl)-3-phenyl-5H-thiazolo[3,2-a]pyrimidine-6-carbonitrile